(5-(3-fluorophenyl)-1,3,4-thiadiazol-2-yl)methyl methanesulfonate CS(=O)(=O)OCC=1SC(=NN1)C1=CC(=CC=C1)F